methyl (S)-6-(1-(1,1-dioxidothietan-3-yl)-1H-pyrazol-4-yl)-5-(4-fluorophenoxy)-2-methyl-3,4-dihydroquinoline-1(2H)-carboxylate O=S1(CC(C1)N1N=CC(=C1)C=1C(=C2CC[C@@H](N(C2=CC1)C(=O)OC)C)OC1=CC=C(C=C1)F)=O